4,7-diphenyl-2,9-bis(4-(1-phenyl-1H-benzo[d]imidazol-2-yl)phenyl)-1,10-phenanthroline C1(=CC=CC=C1)C1=CC(=NC2=C3N=C(C=C(C3=CC=C12)C1=CC=CC=C1)C1=CC=C(C=C1)C1=NC2=C(N1C1=CC=CC=C1)C=CC=C2)C2=CC=C(C=C2)C2=NC1=C(N2C2=CC=CC=C2)C=CC=C1